2-(1-(4-(5-Fluoropyrimidin-2-yl)piperazin-1-yl)-1-oxopropan-2-yl)-2H-indazole-7-carboxamide FC=1C=NC(=NC1)N1CCN(CC1)C(C(C)N1N=C2C(=CC=CC2=C1)C(=O)N)=O